N-(5-(5-chloro-6-fluoro-7-(3-fluoropyrrolidin-1-yl)-1H-indazol-4-yl)pyrazolo[1,5-a]pyridin-2-yl)-2-fluorocyclopropane-1-carboxamide ClC=1C(=C2C=NNC2=C(C1F)N1CC(CC1)F)C1=CC=2N(C=C1)N=C(C2)NC(=O)C2C(C2)F